FC=1C=C(C=CC1CN1C(=NC=C1)C)C1=C(SC(=C1)CC(C)C)S(=O)(=O)NC(=O)NCC(C)C 1-[(3-{3-fluoro-4-[(2-methyl-1H-imidazol-1-yl)methyl]phenyl}-5-(2-methylpropyl)thiophen-2-yl)sulfonyl]-3-(2-methylpropyl)urea